CN1N=CC(=N1)C=1C(=C(C#N)C=CC1)N1CCC(CC1)C1=NN=CN1C 3-(2-methyl-2H-1,2,3-triazol-4-yl)-2-(4-(4-methyl-4H-1,2,4-triazol-3-yl)piperidin-1-yl)benzonitrile